BrC1=C(C=NN(C1=O)C)N[C@@H]1C[C@@H](CN(C1)C)C1=CC=C(C(=O)N2CCN(CC2)C=2C=C3CN(C(C3=CC2)=O)C2C(NC(CC2)=O)=O)C=C1 3-(5-(4-(4-((3R,5R)-5-((5-bromo-1-methyl-6-oxo-1,6-dihydropyridazin-4-yl)amino)-1-methylpiperidin-3-yl)benzoyl)piperazin-1-yl)-1-oxoisoindolin-2-yl)piperidine-2,6-dione